BrC1=CN=C2N1N=C(C=C2)NCCN(C)C N1-(3-Bromoimidazo[1,2-b]pyridazin-6-yl)-N2,N2-dimethylethane-1,2-diamine